Di(naphthalene-1-yl)-N,N'-diphenyl-benzidine C1(=CC=CC2=CC=CC=C12)N(C1=CC=C(C2=CC=C(N(C3=CC=CC=C3)C3=CC=CC4=CC=CC=C34)C=C2)C=C1)C1=CC=CC=C1